Cl.Cl.FC1=C(C=CC(=C1)[C@H]1NCCC1)C=1N=C2SC3=C(N2C1C)C=CC(=C3)C(=O)NCCCN3CCC(CC3)F (S)-2-(2-fluoro-4-(pyrrolidin-2-yl)phenyl)-N-(3-(4-fluoropiperidin-1-yl)propyl)-3-methylbenzo[d]imidazo[2,1-b]thiazole-7-carboxamide dihydrochloride